(R)-4-(6-cyano-1-methyl-2-oxo-1,2-dihydro-1,5-naphthyridin-4-yl)-3-isopropylpiperazine-1-carboxylic acid tert-butyl ester C(C)(C)(C)OC(=O)N1C[C@H](N(CC1)C1=CC(N(C2=CC=C(N=C12)C#N)C)=O)C(C)C